2-(4-cyclopentylpiperazin-1-yl)aniline tert-Butyl-(2R,4R)-3,3-difluoro-2-(hydroxymethyl)-4-[(methanesulfonyl)amino]pyrrolidine-1-carboxylate C(C)(C)(C)OC(=O)N1[C@@H](C([C@@H](C1)NS(=O)(=O)C)(F)F)CO.C1(CCCC1)N1CCN(CC1)C1=C(N)C=CC=C1